NCC1CCC(CC1)N1C2=NC(=NC=C2N=C1NC1=CC(=CC=C1)C(F)(F)F)NC(C)(C)C 9-((1S,4S)-4-(aminomethyl)cyclohexyl)-N2-(tert-butyl)-N8-(3-(trifluoromethyl)phenyl)-9H-purine-2,8-diamine